3-methylaminobut-2-enoic acid methyl ester COC(C=C(C)NC)=O